methyl 6-[3-[(2S)-2-[(tert-butoxycarbonyl)amino]-4-carbamoylbutoxy]-5-chlorophenyl]hexanoate C(C)(C)(C)OC(=O)N[C@H](COC=1C=C(C=C(C1)Cl)CCCCCC(=O)OC)CCC(N)=O